O=C1NC(CCC1N1C(C2=CC=C(C=C2C1)C1CCN(CC1)C1CN(CC1)C(=O)OC(C)(C)C)=O)=O tert-butyl 3-(4-(2-(2,6-dioxopiperidin-3-yl)-1-oxoisoindolin-5-yl)piperidin-1-yl)pyrrolidine-1-carboxylate